N-(3-fluorophenethyl)-4-(5-methyl-2-((1-methyl-1H-pyrazol-5-yl)amino)pyrimidin-4-yl)oxazole-2-carboxamide FC=1C=C(CCNC(=O)C=2OC=C(N2)C2=NC(=NC=C2C)NC2=CC=NN2C)C=CC1